C[C@@H]1O[C@@H](CN(C1)C1=CC=CC(=N1)C1=NC2=CC(=NC=C2C=C1)CC(=O)NC1=CC(=C(C=C1)F)S(=O)(=O)C)C 2-(2-(6-((cis)-2,6-dimethylmorpholino)pyridin-2-yl)-1,6-naphthyridin-7-yl)-N-(4-fluoro-3-(methylsulfonyl)phenyl)acetamide